C(CC)(=O)OCCOC1=C(C=C(C=C1)Cl)C 2-(4-chloro-2-methylphenoxy)-ethyl propionate